NCC1=C2C=CNC2=CC=C1 4-aminomethylindole